(E)-N,N,N-trimethyl-4-(3-(methyl(5-methylthiophen-2-yl)carbamoyl)azetidin-1-yl)-4-oxobut-2-en-1-aminium C[N+](C\C=C\C(=O)N1CC(C1)C(N(C=1SC(=CC1)C)C)=O)(C)C